(1S)-2-methyl-4-oxo-3-[(Z)-pent-2-enyl]cyclopent-2-en CC=1CCC(C1C\C=C/CC)=O